(2-((3-chloro-1-methyl-1H-pyrazol-4-yl)sulfonyl)propan-2-yl)pyridine ClC1=NN(C=C1S(=O)(=O)C(C)(C)C1=NC=CC=C1)C